C1(=C(C=CC=C1)C1=NC(=NC(=N1)Cl)C1=CC=CC=2OC3=C(C21)C=CC=C3)C3=CC=CC=C3 2-([1,1'-biphenyl]-2-yl)-4-chloro-6-(dibenzo[b,d]furan-1-yl)-1,3,5-triazine